1,3,5-trichlorobenzene ClC1=CC(=CC(=C1)Cl)Cl